Methyl 2-(4-amino-1-(tert-butyl)-1H-pyrazolo[3,4-d]pyrimidin-3-yl)-4-chloro-1H-indole-6-carboxylate NC1=C2C(=NC=N1)N(N=C2C=2NC1=CC(=CC(=C1C2)Cl)C(=O)OC)C(C)(C)C